3-hydroxy-2-(naphthalen-2-yl)propionic acid OCC(C(=O)O)C1=CC2=CC=CC=C2C=C1